(6-Chloro-1-(tetrahydro-2H-pyran-2-yl)-1H-pyrazolo[4,3-c]pyridin-3-yl)-5-(methyl)oxazolidin-2-one ClC1=CC2=C(C=N1)C(=NN2C2OCCCC2)N2C(OC(C2)C)=O